4-((4-(2-aminoethyl)-2,6-dimethoxyphenyl)thio)butan-1-ol NCCC1=CC(=C(C(=C1)OC)SCCCCO)OC